8-methoxy-2,3,4,5-tetrahydro-1,5-benzothiazepine COC1=CC2=C(NCCCS2)C=C1